ClC=1C=C(C=C(C1)Cl)C1=NC(=CC(=C1)CN1CCC(CC1)CC(=O)O)OC=1C=NC(=NC1)N1CC2CCC(C1)N2C 2-(1-((2-(3,5-dichloro-phenyl)-6-((2-(8-methyl-3,8-diazabicyclo[3.2.1]octan-3-yl)pyrimidin-5-yl)oxy)pyridin-4-yl)methyl)piperidin-4-yl)acetic acid